[B].[Fe].[Nd].[Er] erbium neodymium iron boron